5-octyl-carboxylate CCCCC(CCC)C(=O)[O-]